2-(ethoxymethyl)-1-(2-methylpropyl)-1H-imidazole C(C)OCC=1N(C=CN1)CC(C)C